C12C3C4C5C=CC(C4C3C(C=C1)C2)C5 exo-trans-exo-pentacyclo-[8.2.1.14,7.02,9.03,8]tetradeca-5,11-diene